C1(=CCCCC1)C(C1=CNC2=CC=CC=C12)C1=CNC2=CC=CC=C12 3,3'-(cyclohexenylmethylene)bis(1H-indole)